C(C)C1=C(NC2=CC=C(C=C12)C1CCN(CC1)C[C@H]1N(CCC1)C(C)C)C1=CC(=NC=C1)C (S)-3-ethyl-5-(1-((1-isopropylpyrrolidin-2-yl)methyl)piperidin-4-yl)-2-(2-methylpyridin-4-yl)-1H-indole